(2R,3R,4S,5R)-5-(4-Amino-5-iodo-7H-pyrrolo[2,3-d]pyrimidin-7-yl)-4-fluoro-2-(hydroxymethyl)tetrahydrofuran-3-yl (1-phenylethyl) carbonate C(O[C@@H]1[C@H](O[C@H]([C@H]1F)N1C=C(C2=C1N=CN=C2N)I)CO)(OC(C)C2=CC=CC=C2)=O